[I-].C(C(C)C)(=O)OCNC(=O)C=1C=[N+](C=CC1)C 3-(isobutanoyloxymethylcarbamoyl)-1-methylpyridinium iodide